N=1C=NN2C1C=C(C=C2)OC2=C(C=C(C=C2)NC2=NC=NN1C2=C(C=C1)C=1C=NN(C1)C1CN(C1)C(C=C)=O)C 1-(3-(4-(4-((4-([1,2,4]triazolo[1,5-a]pyridin-7-yloxy)-3-methylphenyl)amino)pyrrolo[2,1-f][1,2,4]triazin-5-yl)-1H-pyrazol-1-yl)azetidin-1-yl)prop-2-en-1-one